C1(=CC=C(CC1)C(C)C)C p-menth-1,3-dien